C1(=CC=C(C=C1)NC1=CC=C(C=C1)C1=CC(=CC=C1)C1=CC=CC2=CC=CC=C12)C1=CC=CC=C1 N-([1,1'-biphenyl]-4-yl)-3'-(naphthalen-1-yl)-[1,1'-biphenyl]-4-amine